COC(=O)C=1N=C2N(C(C1)=O)C=CC=C2.O=C2C=C(N=C1N2C=CC=C1)C(=O)O 4-Oxopyrido[1,2-a]pyrimidine-2-carboxylic acid Methyl-4-oxopyrido[1,2-a]pyrimidine-2-carboxylate